1-(9-bromo-1,2,4,5-tetrahydro-3H-benzo[4,5]imidazo[1,2-d][1,4]diazepin-3-yl)ethan-1-one BrC1=CC2=C(N=C3N2CCN(CC3)C(C)=O)C=C1